OC1CCC(CC1)C(=O)NCCCCCC1=CC=CC=C1 4-hydroxy-N-(5-phenylpentyl)cyclohexane-1-carboxamide